(E)-3-fluoro-2-(((2-(3-methylpyrrolidin-1-yl)benzo[d]oxazol-6-yl)oxy)methyl)prop-2-en-1-amine 4-methylbenzenesulfonate CC1=CC=C(C=C1)S(=O)(=O)O.F/C=C(\CN)/COC1=CC2=C(N=C(O2)N2CC(CC2)C)C=C1